((4-(difluoromethoxy)phenyl)sulfonyl)-7-(4-methylpiperidin-1-yl)-5-oxa-2-azaspiro[3.4]octane FC(OC1=CC=C(C=C1)S(=O)(=O)C1NCC12OCC(C2)N2CCC(CC2)C)F